BrC1=CC(=C(C(=C1)C#N)OB(O)O)Cl (4-bromo-2-chloro-6-cyanophenyl)boric acid